FC=1C(=C2C(=CC(=CC2=CC1)O[Si](C(C)C)(C(C)C)C(C)C)B1OC(C(O1)(C)C)(C)C)C#C[SiH2]C(C(C)C)(C(C)C)C(C)C ((6-fluoro-4-(4,4,5,5-tetramethyl-1,3,2-dioxaborolan-2-yl)-5-((triisopropylmethylsilyl)ethynyl)naphthalen-2-yl)oxy)triisopropylsilane